2-Cyanoprop-2-yl-dithiobenzoate C(#N)C(C)(C)SC(C1=CC=CC=C1)=S